1-(4-hydroxycyclohexyl)-5-methyl-7-(2,5-dimethyl-1H-pyrrol-1-yl)-1,8-naphthyridin-2(1H)-one OC1CCC(CC1)N1C(C=CC2=C(C=C(N=C12)N1C(=CC=C1C)C)C)=O